C\C(=C/CC=1C(=C(C(=O)O)C(=CC1OC1O[C@@H]([C@H]([C@@H]([C@H]1CO)O)O)O)CCCC=C)O)\CCC=C(C)C 3-[(2E)-3,7-dimethylocta-2,6-dien-1-yl]-2-hydroxy-6-(pent-4-en-1-yl)-4-{[(3R,4R,5S,6S)-4,5,6-trihydroxy-3-(hydroxymethyl)oxan-2-yl]oxy}benzoic acid